FC1=CC2=C(C=C3N2C(=NN(C3=O)CC(=O)NCCC(C)(C)O)C(C)C)S1 2-(2-Fluoro-5-isopropyl-8-oxothieno[2',3':4,5]pyrrolo[1,2-d][1,2,4]triazin-7(8H)-yl)-N-(3-hydroxy-3-methylbutyl)acetamid